C1(CCC1)OC1=CC(=C2C(OC(C2=C1)P(OC)(OC)=O)=O)C(F)(F)F Dimethyl (6-cyclobutoxy-3-oxo-4-(trifluoromethyl)-1,3-dihydroisobenzofuran-1-yl)phosphonate